dimethyl-p-benzoquinone dioxime CC1=C(C(C=CC1=NO)=NO)C